7-tert-Butyl-1,4-dimethylazulen C(C)(C)(C)C1=CC=C(C2=CC=C(C2=C1)C)C